OCC(CO)(CO)NC(CC)S(=O)(=O)O [(2-hydroxy-1,1-bis-(hydroxymethyl)ethyl)amino]-1-propanesulfonic acid